[C@H]12CC(C[C@H](CC1)O2)CN2CCC1(C(N(C(N1CC)=O)C1=CC=C(C=C1)C(F)(F)F)=O)CC2 8-((1R,3r,5S)-8-oxabicyclo[3.2.1]oct-3-ylmethyl)-1-ethyl-3-(4-(trifluoromethyl)phenyl)-1,3,8-triazaspiro[4.5]decane-2,4-dione